FC(C(=O)N1CCC(CC1)C1=NC(=C(C(=O)N)C=C1)C1=CC=C(C=C1)OC1=CC=CC=C1)C 6-(1-(2-Fluoropropoyl)piperidin-4-yl)-2-(4-phenoxyphenyl)nicotinamide